2-((tert-butoxycarbonyl)amino)propyl methanesulfonate CS(=O)(=O)OCC(C)NC(=O)OC(C)(C)C